NC=1C=C2CC(N(C2=CC1)CCC(C)(C)F)=O 5-amino-1-(3-fluoro-3-methylbutyl)indol-2-one